O1CCC(CC1)N1C[C@H]2[C@H](C1)CN(C2)C(=O)OC(C)(C)C tert-butyl (3aR,6aR)-5-(tetrahydro-2H-pyran-4-yl)hexahydropyrrolo[3,4-c]pyrrole-2(1H)-carboxylate